C(CCC)(=O)[O-].[Rh+2].C(CCC)(=O)[O-] Rhodium (II) butyrate